[Na+].FC(C1=CC=C(C=N1)NC=1C=CC(=NC1)C1=CC=C(C=C1)[C@@H]1CC[C@H](CC1)CC(=O)[O-])(F)F trans-(4-{4-[5-(6-Trifluoromethyl-pyridin-3-ylamino)-pyridin-2-yl]-phenyl}-cyclohexyl)-acetic acid, sodium salt